BrC1=C(N=C2N1C=CC(=C2)C(=O)OC)C2=C(C=CC=C2F)C=2N=CN(C2Cl)C Methyl 3-bromo-2-(2-(5-chloro-1-methyl-1H-imidazol-4-yl)-6-fluorophenyl)imidazo[1,2-a]pyridine-7-carboxylate